3-(1-(3-(Dimethyl(octadecyl)ammonio)propyl)-2,8,9-trioxa-5-aza-1-silabicyclo[3.3.3]undecan-5-ium-5-yl)-2-hydroxypropane-1-sulfonate C[N+](CCC[Si]12OCC[N+](CCO1)(CCO2)CC(CS(=O)(=O)[O-])O)(CCCCCCCCCCCCCCCCCC)C